α-Methyl-3,4-dimethoxyphenethylamine CC(CC1=CC(=C(C=C1)OC)OC)N